NC1=C2C(=NC=N1)N(N=C2C2=CC=C(C=C2)OC2=CC=CC=C2)[C@H]2CN(CCC2)C(CCCN2CCN(CC2)CCCCNC2=C1CN(C(C1=CC=C2)=O)C2C(NC(CC2)=O)=O)=O 3-(4-((4-(4-(4-((R)-3-(4-amino-3-(4-phenoxyphenyl)-1H-pyrazolo[3,4-d]pyrimidin-1-yl)piperidin-1-yl)-4-oxobutyl)piperazin-1-yl)butyl)amino)-1-oxoisoindoline-2-yl)piperidine-2,6-dione